Cyclohexa-2,5-dien-1,4-dion-oxim C1(C=CC(C=C1)=O)=NO